Tert-butyl 3-(5-(3-cyano-7-fluoro-6-(2-hydroxy-2-methylpropyloxy) pyrazolo[1,5-a]pyridin-4-yl) pyridin-2-yl)-3,6-diazabicyclo[3.1.1]heptane-6-carboxylate C(#N)C=1C=NN2C1C(=CC(=C2F)OCC(C)(C)O)C=2C=CC(=NC2)N2CC1N(C(C2)C1)C(=O)OC(C)(C)C